tert-butyl 4-((((S)-1-(((S)-1-methoxy-1-oxo-3-((S)-2-oxopyrrolidin-3-yl) propan-2-yl)amino)-4-methyl-1-oxopentan-2-yl)carbamoyl)oxy)-3,4-dihydroquinoline-1(2H)-carboxylate COC([C@H](C[C@H]1C(NCC1)=O)NC([C@H](CC(C)C)NC(=O)OC1CCN(C2=CC=CC=C12)C(=O)OC(C)(C)C)=O)=O